N1=C(C=CC2=CC=CN=C12)CCC1CC(C1)OCC(=C(C(=O)OC)NC(=O)OC(C)(C)C)C methyl 4-((1s,3r)-3-(2-(1,8-naphthyridin-2-yl) ethyl) cyclobutoxy)-2-((tert-butoxycarbonyl) amino)-3-methylbutan-2-enoate